3-methoxy-N-(2-(2-methoxyethoxy)ethyl)-N-(2-methoxyethyl)aniline COC=1C=C(N(CCOC)CCOCCOC)C=CC1